ClC=1C=C(C=CC1)CC(=O)NC 2-(3-chlorophenyl)-N-methylacetamide